mono(nonylphenyl) ether C(CCCCCCCC)C1=C(C=CC=C1)OC1=C(C=CC=C1)CCCCCCCCC